(1-((trifluoromethyl)sulfonyl)pyrrolidin-3-yl)meth-anone FC(S(=O)(=O)N1CC(CC1)C=O)(F)F